rac-allyl (4aS,7S,8aR)-1-((3-(benzyloxy)-2-(ethoxycarbonyl)-4-oxopyridin-1(4H)-yl)amino)octahydro-2H-4a,7-epoxyisoquinoline-2-carboxylate C(C1=CC=CC=C1)OC1=C(N(C=CC1=O)N[C@H]1N(CC[C@@]23CC[C@@H](C[C@H]12)O3)C(=O)OCC=C)C(=O)OCC |&1:16|